COC1CN(C1)CCC1=NN(C(C(=C1C)C)=O)C(C(=O)N)CC(C)C 2-(3-(2-(3-methoxyazetidin-1-yl)ethyl)-4,5-dimethyl-6-oxopyridazine-1(6H)-yl)-4-methylpentanamide